4-bromo-2,3-dimethyl-1H-indole BrC1=C2C(=C(NC2=CC=C1)C)C